methyl 4-bromo-3-((2,2,2-trifluoroethyl)amino)benzoate BrC1=C(C=C(C(=O)OC)C=C1)NCC(F)(F)F